CC1N(CC(C1)=O)C(=O)OC(C)(C)C tert-Butyl 2-methyl-4-oxopyrrolidine-1-carboxylate